6-[4-(aminomethyl)-4-methylpiperidin-1-yl]-3-(2,3-dichlorophenyl)-2-methyl-3,4-dihydropyrimidin-4-one NCC1(CCN(CC1)C1=CC(N(C(=N1)C)C1=C(C(=CC=C1)Cl)Cl)=O)C